(2S,3S)-2-(aminomethyl)-4-bromo-5-chloro-2-phenyl-2,3-dihydrobenzofuran-3-ol NC[C@@]1(OC2=C([C@@H]1O)C(=C(C=C2)Cl)Br)C2=CC=CC=C2